3-chloro-2-(2-chloroethoxy)-5-(5-((2-(methylsulfonyl)pyrimidin-4-yl)methoxy)-2,3-dihydro-1H-inden-1-yl)benzonitrile ClC=1C(=C(C#N)C=C(C1)C1CCC2=CC(=CC=C12)OCC1=NC(=NC=C1)S(=O)(=O)C)OCCCl